COC(C)(C)C1=CC(=NC=C1)N1N=CC(=C1)S(=O)(=O)NC=1C=CC=C2C=NN(C12)C 1-(4-(2-METHOXYPROPAN-2-YL)PYRIDIN-2-YL)-N-(1-METHYL-1H-INDAZOL-7-YL)-1H-PYRAZOLE-4-SULFONAMIDE